C(C)(=O)SC[C@H](NC(CC[C@H](N)C(=O)O)=O)C(=O)NCC(=O)O S-acetyl-Glutathione